1-Octen-3-yl acetate C(C)(=O)OC(C=C)CCCCC